1-(2-aminophenyl)-3-(p-chlorophenyl)propan NC1=C(C=CC=C1)CCCC1=CC=C(C=C1)Cl